Cl\C(=C/C=C/C1(SCCCS1)C1=CC(=C(C(=C1)OC)OC)OC)\C1=CC=C(C=C1)OC 2-((1E,3Z)-4-chloro-4-(4-methoxyphenyl)buta-1,3-dien-1-yl)-2-(3,4,5-trimethoxyphenyl)-1,3-dithiane